C(C=C)(=O)OC(CCCCCCCCCOC(C=C)=O)(F)CCCCCCCCCCCCCCCC hexadecyl-fluoro-1,10-decanediol diacrylate